tert-butyl N-[5-[[2-[(2S,5R)-2-(2-aminospiro[3.3]heptan-6-yl)-5-methyl-1-piperidyl]-2-oxo-acetyl]amino]-3-methyl-2-pyridyl]carbamate NC1CC2(C1)CC(C2)[C@H]2N(C[C@@H](CC2)C)C(C(=O)NC=2C=C(C(=NC2)NC(OC(C)(C)C)=O)C)=O